carbamate-oxime C(N)([O-])=NO